2-(3,5-Dimethyl-isoxazol-4-yl)-1-(4-hydroxy-phenyl)-1H-indole-3-carboxylic acid, hydroxyamide ONC(=O)C1=C(N(C2=CC=CC=C12)C1=CC=C(C=C1)O)C=1C(=NOC1C)C